N-Boc-L-alanine-18O2 C(=O)(OC(C)(C)C)N[C@@H](C)C(=[18O])[18OH]